CN(S(=O)(=O)C1=CC(=C(C=C1)NC1=CC=C(C=C1)C1=CC=CC=C1)C=1N=NN(N1)C)C N,N-dimethyl-3-(2-methyltetrazol-5-yl)-4-(4-phenylanilino)benzenesulfonamide